N,N-dimethylanilinium tetrakis(fluorophenyl)borate FC1=C(C=CC=C1)[B-](C1=C(C=CC=C1)F)(C1=C(C=CC=C1)F)C1=C(C=CC=C1)F.C[NH+](C1=CC=CC=C1)C